6-(4-(4H-1,2,4-triazol-4-yl)piperidin-1-yl)-N-methyl-N-(piperidin-4-yl)pyridazin-3-amine N=1N=CN(C1)C1CCN(CC1)C1=CC=C(N=N1)N(C1CCNCC1)C